spiro[chromane-2,1'-cyclobutane] C12(CCC1)OC1=CC=CC=C1CC2